[Ba].C(C=C)(=O)OCCCCC[Si](OC)(OC)CC acryloyloxyamyl-ethyl-dimethoxysilane Barium